((S)-3-(benzo[d][1,3]dioxol-4-yl)-2-(dimethylamino)propyl)-3-(2-fluorophenethyl)urea O1COC2=C1C=CC=C2C[C@@H](CNC(=O)NCCC2=C(C=CC=C2)F)N(C)C